[Ca+2].P(=O)([O-])([O-])[O-].P(=O)([O-])([O-])[O-].[Ca+2].[Ca+2] phosphate calcium salt